C1(CC2C(CC1)O2)CC[Zr](OC)(OC)OC 2-(3,4-epoxycyclohexyl)ethyltrimethoxyzirconium(IV)